[Ce].[B] boron-cerium